N[C@@H]1[C@H](C2CCC1CC2)C(=O)OCC ethyl (1R,2S,3S,4R)-3-aminobicyclo[2.2.2]octane-2-carboxylate